4-amino-7-fluoro-N-(2-fluoro-4-(trifluoromethyl)benzyl)-N-(1H-imidazol-1-yl)-1-methyl-1H-pyrazolo[4,3-c]quinoline-8-carboxamide NC1=NC=2C=C(C(=CC2C2=C1C=NN2C)C(=O)N(N2C=NC=C2)CC2=C(C=C(C=C2)C(F)(F)F)F)F